(2R,3R)-1-((R)-tert-butylsulfinyl)-3-cyclopropylaziridine-2-carboxylic acid ethyl ester C(C)OC(=O)[C@@H]1N([C@@H]1C1CC1)[S@](=O)C(C)(C)C